N1(N=CC=C1)C=1C=C(C=CC1)C1=NC(=C2N=C(N(C2=N1)CC)C(O)C1=CC=NC=C1)N1CCOCC1 (2-(3-(1H-pyrazol-1-yl)phenyl)-9-ethyl-6-morpholino-9H-purin-8-yl)(pyridin-4-yl)methanol